C(C)(C)(C)OC(=O)N1CC2(C1)OC[C@H](C2)N2CCC(CC2)C2=C(C=CC(=C2)Cl)OC (S)-7-(4-(5-chloro-2-methoxyphenyl)piperidin-1-yl)-5-oxa-2-azaspiro[3.4]octane-2-carboxylic acid tert-butyl ester